OC=1C=C2CN(C(C2=CC1)=O)C1C(NC(CC1)=O)=O 3-(5-Hydroxy-1-oxo-isoindolin-2-yl)piperidine-2,6-dione